2-bromo-5-(bromomethyl)-1,3-dimethoxy-benzene BrC1=C(C=C(C=C1OC)CBr)OC